ClC1=CC(=NC(=N1)SC)N1CC2(CCCC3=C2C(=C(S3)N(C(=O)OC(C)(C)C)C(=O)OC(C)(C)C)C#N)C1 di-tert-butyl {1-[6-chloro-2-(methylsulfanyl)pyrimidin-4-yl]-3'-cyano-6',7'-dihydro-5'H-spiro[azetidine-3,4'-[1]benzothiophen]-2'-yl}-2-imidodicarbonate